S1CCCC=C1 3H-thiopyran